3-(3-fluoro-4-(4-(piperidin-4-yl)piperazin-1-yl)phenyl)piperidine-2,6-dione FC=1C=C(C=CC1N1CCN(CC1)C1CCNCC1)C1C(NC(CC1)=O)=O